C(N)(=O)[C@@H]1N(CCC1)C1=NC=C(C=N1)[C@@H](C)N1N=CC(=C1)NC(=O)C1=NC(=CN=C1)C1=C(C(=CC=C1C(F)F)Cl)F |&1:14| N-(1-((R and S)-1-(2-((R)-2-Carbamoylpyrrolidin-1-yl)pyrimidin-5-yl)ethyl)-1H-pyrazol-4-yl)-6-(3-chloro-6-(difluoromethyl)-2-fluorophenyl)pyrazine-2-carboxamide